(tridecyl)-4,4'-butylidenebis(3-methyl-6-tert-butylphenol) diphosphite OP(O)OP(O)O.C(CCCCCCCCCCCC)CCCC(C1=C(C=C(C(=C1)C(C)(C)C)O)C)C1=C(C=C(C(=C1)C(C)(C)C)O)C